C(C)(C)(C)OC(=O)NCCCOCCOCCOCCCNC(=O)CCC(C(=O)OC)NC(=O)C1=CC=C(C=C1)N(C)CC=1N=C2C(=NC(=NC2=NC1)N)N methyl 4-[(3-{2-[2-(3-{[(tert-butoxy)carbonyl]amino}propoxy)ethoxy]ethoxy}propyl)carbamoyl]-2-[(4-{[(2,4-diaminopteridin-6-yl)methyl](methyl)amino}phenyl)formamido]butanoate